1-(2,3-dihydro-1H-pyrrolizin-5-yl)-1,4-pentanedione C1CCN2C(=CC=C12)C(CCC(C)=O)=O